C(C1=CC=CC=C1)OC([C@@H](NC([C@@H](NC([C@H](CC1=CC=CC2=CC=CC=C12)NC(CCCCCCC\C=C/CCCCCCCC)=O)=O)CC(C)C)=O)C(C)C)=O ((S)-3-(naphthalen-1-yl)-2-oleamidopropionyl)-leucyl-valine benzyl ester